1-[[4-(bromomethyl)furan-2-yl](imino)oxo-lambda6-sulfanyl]-3-(1,2,3,5,6,7-hexahydro-s-indacen-4-yl)urea BrCC=1C=C(OC1)S(NC(=O)NC1=C2CCCC2=CC=2CCCC12)(=O)=N